C(#N)C1=CC(=C(OC=2N=NC(=C(C2C(=O)NC2=CC(=CC=C2)S(=O)(=O)C)C)C(F)(F)F)C=C1)OC 3-(4-Cyano-2-methoxyphenoxy)-5-methyl-N-(3-(methylsulfonyl)phenyl)-6-(trifluoromethyl)pyridazine-4-carboxamide